ClC1=CC=C(C=C1)C1=C(C(=NN1C1=C(C=C(C=C1)Cl)Cl)C(=O)NCCNC12C[C@]3(C[C@](CC(C1)C3)(C2)C)C)C 5-(4-chlorophenyl)-1-(2,4-dichlorophenyl)-N-(2-(((1r,3R,5S,7r)-3,5-dimethyl-adamantan-1-yl)amino)ethyl)-4-methyl-1H-pyrazole-3-carboxamide